2-[2-[5-[2-(2-pyridyl)ethylsulfanyl]pentylthio]ethyl]pyridine N1=C(C=CC=C1)CCSCCCCCSCCC1=NC=CC=C1